C(C)(=O)ONC(=N)C=1C=C(SC1)[C@@H](C(=O)N)NC(=O)[C@H]1N(C[C@@H](C1)OC(F)F)C(CNC(C1=CC=C(C=C1)OC1=CC=CC=C1)=O)=O |o1:12| (2S,4R)-N-((R*)-1-(4-(N-acetoxycarbamimidoyl)thiophen-2-yl)-2-amino-2-oxoethyl)-4-(difluoromethoxy)-1-((4-phenoxybenzoyl)glycyl)pyrrolidine-2-carboxamide